CC1(CC1)NC=1C2=C(N=C(N1)C1=C(C=NC=C1)C#N)C=NC=C2 4-{4-[(1-methylcyclopropyl)amino]pyrido[3,4-d]pyrimidin-2-yl}pyridine-3-carbonitrile